ClC1=C(C(=CC=C1)Cl)C=1N=C2C=3C=C(C=NC3C=CN2C1CO)C1=CC=C(CN2CCN(CC2)C(CO)=O)C=C1 1-(4-(4-(2-(2,6-Dichlorophenyl)-3-(hydroxymethyl)imidazo[2,1-f][1,6]naphthyridin-9-yl)benzyl)piperazin-1-yl)-2-hydroxyethan-1-one